CC1=C(C(=C(C1(C)[Ti](OC)(OC)OC)C)C)C (pentamethylcyclopentadienyl)tris(methoxy)titanium